N-(4',5-bis(trifluoromethyl)-[1,1'-biphenyl]-3-yl)-5-chloro-2-hydroxybenzamide FC(C1=CC=C(C=C1)C1=CC(=CC(=C1)C(F)(F)F)NC(C1=C(C=CC(=C1)Cl)O)=O)(F)F